BrC1=C(C2=C(N=C(N=C2)Cl)N(C1=O)C1CCCC1)C 6-bromo-2-chloro-8-cyclopentyl-5-methylpyrido[2,3-d]pyrimidine-7(8H)-one